((1-methylcyclohexyl)oxy)acetic acid CC1(CCCCC1)OCC(=O)O